OC1=C(C(=O)O)C=C(C=C1)C=1OC(=CC1)CCC(C1=CC=C(C=C1)C(F)(F)F)=O 2-Hydroxy-5-(5-(3-oxo-3-(4-(trifluoromethyl)phenyl)propyl)furan-2-yl)benzoic acid